(3-bromo-5-chloro-4-cyclopropylphenyl)methanol BrC=1C=C(C=C(C1C1CC1)Cl)CO